FC1=CC=C(C(=C1[C@@H]([C@@H](C=1OC(NN1)=O)NS(=O)(=O)N1CC2CCCC(C1)C2)C)C)C N-((1S,2S)-2-(6-fluoro-2,3-dimethylphenyl)-1-(5-oxo-4,5-dihydro-1,3,4-oxadiazol-2-yl)propyl)-3-azabicyclo-[3.3.1]nonane-3-sulfonamide